2-(3,4-bis(benzyloxy)phenyl)-6-isopropyl-4H-chromen-4-one C(C1=CC=CC=C1)OC=1C=C(C=CC1OCC1=CC=CC=C1)C=1OC2=CC=C(C=C2C(C1)=O)C(C)C